5-(3-(4-((2-(2-(2-((2-(2,6-dioxopiperidin-3-yl)-1,3-dioxoisoindolin-4-yl)amino)ethoxy)ethoxy)ethoxy)methyl)-1H-1,2,3-triazol-1-yl)propyl)thiazole-4-carboxylic acid O=C1NC(CCC1N1C(C2=CC=CC(=C2C1=O)NCCOCCOCCOCC=1N=NN(C1)CCCC1=C(N=CS1)C(=O)O)=O)=O